5-(((trans-3-(3-cyclopropyl-4-(pyridazin-3-yl)-1H-pyrazol-1-yl)cyclobutyl)methyl)amino)-2-(2,6-dioxopiperidin-3-yl)isoindoline-1,3-dione C1(CC1)C1=NN(C=C1C=1N=NC=CC1)[C@@H]1C[C@H](C1)CNC=1C=C2C(N(C(C2=CC1)=O)C1C(NC(CC1)=O)=O)=O